N-(3-(3-fluorophenyl)isoxazol-5-yl)-4-(2-methyl-6,7-dihydropyrazolo[1,5-a]pyrimidin-4(5H)-yl)-4-oxobutanamide FC=1C=C(C=CC1)C1=NOC(=C1)NC(CCC(=O)N1C=2N(CCC1)N=C(C2)C)=O